[N+](=O)([O-])C1=CC=C(C=C1)B1OCC(=NN1)C1=CC=CC=C1 2-(4-nitrophenyl)-5-phenyl-3,6-dihydro-2H-1,3,4,2-oxadiazaborinine